N1C(=NC=C1)COC1=C(C=C(C=C1)CC)S(=O)(=O)NC1=NOC2=C1C(=CC(=C2)CN2N=CC(=C2)CNC(OC)=O)OC methyl ((1-((3-((2-((1H-imidazol-2-yl)methoxy)-5-ethylphenyl)sulfonamido)-4-methoxybenzo[d]isoxazol-6-yl)methyl)-1H-pyrazol-4-yl)methyl)carbamate